FC=1C=CC(=NC1)[C@@H](C)OC=1C=2N(C=CC1)N=CC2C#N 4-((R)-1-(5-fluoropyridin-2-yl)ethoxy)pyrazolo[1,5-a]pyridine-3-carbonitrile